neopentyl glycol bis-[3-(3,5-di-tert-butyl-4-hydroxyphenyl) propionate] C(C)(C)(C)C=1C=C(C=C(C1O)C(C)(C)C)CCC(=O)OCC(C)(COC(CCC1=CC(=C(C(=C1)C(C)(C)C)O)C(C)(C)C)=O)C